C(#N)C1(CC1)NS(=O)(=O)C=1C=C2C(=NC=NC2=CC1)OC N-(1-cyanocyclopropyl)-4-methoxyquinazoline-6-sulfonamide